Methyl (4-amino-3-methylphenoxy)acetate NC1=C(C=C(OCC(=O)OC)C=C1)C